C(C)OC(\C=C\C1=NN(C(=C1)C(F)(F)F)C)=O (E)-3-[1-methyl-5-(trifluoromethyl)pyrazol-3-yl]prop-2-enoic acid ethyl ester